ClC1=C(C=C(C=C1OC)OC)C1=CC2=C(N=C(N=C2)NC2=CC=C(C=C2)CN2CCN(CC2)C)N2C1=NN=C2 6-(2-chloro-3,5-dimethoxyphenyl)-N-(4-((4-methylpiperazin-1-yl)methyl)phenyl)-[1,2,4]triazolo[4',3':1,6]pyrido[2,3-d]pyrimidin-2-amine